N-(4-((2-amino-3-isopropylpyridin-4-yl)oxy)-3,5-difluorophenyl)-1-(3-fluoropyridin-2-yl)-5-(Trifluoromethyl)-1H-pyrazole-4-carboxamide NC1=NC=CC(=C1C(C)C)OC1=C(C=C(C=C1F)NC(=O)C=1C=NN(C1C(F)(F)F)C1=NC=CC=C1F)F